methyl 3-(4-(6,7-dimethylpyrazolo[1,5-a]pyrimidin-3-yl)-2-methyl-2H-benzo[e][1,3]oxazin-2-yl)propanoate CC=1C=NC=2N(C1C)N=CC2C2=NC(OC1=C2C=CC=C1)(C)CCC(=O)OC